naphthalenic anhydride C1(=CC=CC2=CC=CC=C12)C(=O)OC(=O)C1=CC=CC2=CC=CC=C12